Ethyl rac-(3R,4R)-1-benzyl-4-(2-chlorophenyl)pyrrolidine-3-carboxylate C(C1=CC=CC=C1)N1C[C@@H]([C@@H](C1)C1=C(C=CC=C1)Cl)C(=O)OCC |r|